C(C)(C)(C)O[SiH](NC(C)CC)OC(C)(C)C Di-tert-butoxy(sec-butylamino)silane